(S)-5-((1-(3-oxo-3-(2-(trifluoromethyl)-6,7-dihydropyrido[3',2':4,5]pyrrolo[1,2-a]pyrazin-8(9H)-yl)propoxy)propan-2-yl)amino)-4-(trifluoromethyl)pyridazin-3(2H)-one O=C(CCOC[C@H](C)NC1=C(C(NN=C1)=O)C(F)(F)F)C1NCC=2N(C1)C1=C(C2)C=CC(=N1)C(F)(F)F